2-(2-azidoacetyl)-N-tert-butyl-2,3-dihydro-1,4-benzodioxin-6-carboxamide N(=[N+]=[N-])CC(=O)C1COC2=C(O1)C=CC(=C2)C(=O)NC(C)(C)C